C(C)N1CCC2=C(CC1)C=C(C(=N2)OC)NS(=O)(=O)C2=CC=CC=C2 N-(7-ethyl-2-methoxy-6,7,8,9-tetrahydro-5H-pyrido[2,3-d]azepin-3-yl)benzenesulfonamide